2-(4,6-di-tert-butyl-benzo[d][1,3]dioxol-2-yl)-1-(3-methoxyphenyl)ethan-1-one C(C)(C)(C)C1=CC(=CC=2OC(OC21)CC(=O)C2=CC(=CC=C2)OC)C(C)(C)C